F[C@H]1C[C@H](N2N=C(N=C21)C(=O)N2[C@H]([C@@H](CC2)C(F)(F)F)C)C2=CC=CC=C2 |r| [rac-(5S,7S)-7-Fluoro-5-phenyl-6,7-dihydro-5H-pyrrolo[1,2-b][1,2,4]triazol-2-yl]-[rac-(2S,3R)-2-methyl-3-(trifluoromethyl)pyrrolidin-1-yl]methanon